[N-](S(=O)(=O)C(F)(F)F)S(=O)(=O)C(F)(F)F.[Ca+2].[N-](S(=O)(=O)C(F)(F)F)S(=O)(=O)C(F)(F)F calcium bis(trifluoromethane)sulfonimide